(S)-4-(cyclopropylethynyl)-4-(trifluoromethyl)-7-vinyl-3,4-dihydroquinazolin C1(CC1)C#C[C@@]1(NC=NC2=CC(=CC=C12)C=C)C(F)(F)F